Cl.NC=1C=C(C=CC1)CCN m-aminophenylethylamine hydrochloride salt